FC1=C(OCCCC(=O)O)C(=CC(=C1)N1C=CC2=CC=CC(=C12)OC)F 4-[2,6-difluoro-4-(7-methoxyindol-1-yl)phenoxy]butanoic acid